ClC1=CC=C(C=C1)C1CC(N(C1)C(=O)C1=CC(=NN1)C1=CN=NC=C1)C [4-(4-chlorophenyl)-2-methyl-pyrrolidin-1-yl]-(3-pyridazin-4-yl-1H-pyrazol-5-yl)methanone